2-methoxy-2-methyl-N-(methyldimethoxysilylthiopropyl)-1-aza-2-silacyclopentane CO[Si]1(N(CCC1)CCCS[Si](OC)(OC)C)C